N-succinimido-3-(2-pyridylthio)-propionate C1(CCC(N1N1C(C=CC=C1)SCCC(=O)[O-])=O)=O